dioctyloxyacetate C(CCCCCCC)OC(C(=O)[O-])OCCCCCCCC